2-(difluoromethoxy)-3-fluorobenzoic acid FC(OC1=C(C(=O)O)C=CC=C1F)F